BrC1=NC=C(C(=C1)C(F)F)[N+](=O)[O-] 2-bromo-4-(difluoromethyl)-5-nitropyridine